1,4-bis(3-aminopropyldimethylsilyl)benzene NCCC[Si](C1=CC=C(C=C1)[Si](C)(C)CCCN)(C)C